FC1=C(C(=CC=C1)F)C1=NC=CC(=C1)NC1=NC=NC2=CC(=C(C=C12)NC(C=C)=O)OCCCN1CCOCC1 N-(4-((2-(2,6-difluorophenyl)pyridin-4-yl)amino)-7-(3-morpholinopropoxy)quinazolin-6-yl)acrylamide